2-(5,6-difluoro-1H-indol-3-yl)acetic acid FC=1C=C2C(=CNC2=CC1F)CC(=O)O